tert-butyl 9-(3-bromo-5-methyl-4-oxo-1-(tetrahydro-2H-pyran-2-yl)-4,5-dihydro-1H-pyrazolo[3,4-d]pyrimidin-6-yl)-3,9-diazabicyclo[3.3.1]nonane-3-carboxylate BrC1=NN(C=2N=C(N(C(C21)=O)C)N2C1CN(CC2CCC1)C(=O)OC(C)(C)C)C1OCCCC1